C(#C)C1=CN(C2=NC=C(C=C21)F)C 3-ethynyl-5-fluoro-1-methyl-1H-pyrrolo[2,3-b]Pyridine